ClC=1C=C2C(N(C(=NC2=CC1Cl)[C@H]1CN(CCC1)CC1=CC=NC=C1)C)=O (R)-6,7-dichloro-3-methyl-2-(1-(pyridin-4-ylmethyl)piperidin-3-yl)quinazolin-4(3H)-one